[2-[2-(2-methoxyethoxy)ethoxy]ethyl]orthoborat COCCOCCOCCOB([O-])[O-]